COC1=CC=C(C=C1)N1C(=NC=2C=NC=3C=CC(=CC3C21)C=2C=C1C(=NC2)NC=C1)C 1-(4-methoxyphenyl)-2-methyl-8-(1H-pyrrolo[2,3-b]pyridin-5-yl)-1H-imidazo[4,5-c]quinoline